C(C1=CC=CC=C1)OC(=O)N1C[C@H](C[C@@H](C1)C)NC(=O)OC(C)(C)C.ClC1=C(C=CC(=C1)Cl)[N+](=O)[O-] 2,4-dichloronitrobenzene trans-Benzyl-3-((tert-butoxycarbonyl)amino)-5-methylpiperidine-1-carboxylate